FC1=C2C=CN(C2=C(C=C1)C(=O)NC1CC2(CCC2)C1)[C@@H](C)C1=CC=C(C=C1)C1=CC(=CC=C1)OC (Ra)-6-(4-Fluoro-1-((S)-1-(3'-methoxy-[1,1'-biphenyl]-4-yl)ethyl)-1H-indol-7-carboxamido)spiro[3.3]heptan